4-methyl-N-(4-(2-methylbenzyl)benzylidene)benzenesulfonamide CC1=CC=C(C=C1)S(=O)(=O)N=CC1=CC=C(C=C1)CC1=C(C=CC=C1)C